2-butyl-4-(3,5-dimethoxy-4-(2-methoxyvinyl)phenyl)-2,7-naphthyridin-1(2H)-one C(CCC)N1C(C2=CN=CC=C2C(=C1)C1=CC(=C(C(=C1)OC)C=COC)OC)=O